N1=C(C=CC=C1)NC1=NC=CC=N1 2-(pyridin-2-ylamino)pyrimidine